2-diazo-2-(dimethoxyphosphono)acetic acid tert-butyl ester C(C)(C)(C)OC(C(P(=O)(OOC)OOC)=[N+]=[N-])=O